1'-[2-(3-fluoro-4-methanesulfonyl-phenoxy)ethyl]-2-oxo-1,2-dihydrospiro[indole-3,4'-piperidine]-5-carbonitrile FC=1C=C(OCCN2CCC3(CC2)C(NC2=CC=C(C=C23)C#N)=O)C=CC1S(=O)(=O)C